ClC1=CC=C(C=C1)C=1SC=C(N1)CCNC(CCC)=O N-[2-[2-(4-chlorophenyl)-4-thiazolyl]ethyl]butanamide